(2-bromo-6-chlorophenyl)-4-methoxy-2-((3-methyl-4-(1-methyl-piperidin-4-yl)phenyl)amino)pyrimidine-5-carboxamide BrC1=C(C(=CC=C1)Cl)C1=C(C(=NC(=N1)NC1=CC(=C(C=C1)C1CCN(CC1)C)C)OC)C(=O)N